OC=1C=C(C=C(C1O)OC)C1=NC2=C(N1)C=CC(=C2)N2CC(C2)C#N 1-(2-(3,4-dihydroxy-5-methoxyphenyl)-1H-benzo[d]imidazol-5-yl)azetidine-3-carbonitrile